The molecule is a macrolide antibiotic useful for the treatment of bacterial infections. It has a role as an antibacterial drug, an environmental contaminant and a xenobiotic. CC[C@@H]1[C@@]([C@@H]([C@H](N(C[C@@H](C[C@@]([C@@H]([C@H]([C@@H]([C@H](C(=O)O1)C)O[C@H]2C[C@@]([C@H]([C@@H](O2)C)O)(C)OC)C)O[C@H]3[C@@H]([C@H](C[C@H](O3)C)N(C)C)O)(C)O)C)C)C)O)(C)O